3-[(1-[[1-(2,6-dioxopiperidin-3-yl)-3-methyl-2-oxo-1,3-benzodiazol-5-yl]methyl]azetidin-3-yl)oxy]propanal O=C1NC(CCC1N1C(N(C2=C1C=CC(=C2)CN2CC(C2)OCCC=O)C)=O)=O